5-((1H-Pyrazol-1-yl)methyl)-N-((2,6-dimethoxyphenyl)sulfonyl)-6-ethylpicolinamide N1(N=CC=C1)CC=1C=CC(=NC1CC)C(=O)NS(=O)(=O)C1=C(C=CC=C1OC)OC